O1C(OCCC1)C1=CC=C(C2=CC=CC=C12)/C(=N/O)/N (Z)-4-(1,3-dioxane-2-yl)-N'-hydroxy-1-naphthamidine